7-nitro-4-(3-(trifluoromethyl)benzyl)-2H-benzo[b][1,4]oxazin-3(4H)-one [N+](=O)([O-])C=1C=CC2=C(OCC(N2CC2=CC(=CC=C2)C(F)(F)F)=O)C1